[2H]C(C(CC(=O)O)(C([2H])([2H])[2H])C([2H])([2H])[2H])([2H])[2H] 4,4,4-trideuterio-3,3-bis(trideuteriomethyl)butanoic acid